The molecule is a glyco-amino acid consisting of a D-fructosyl residue attached to the epsilon-amino group of L-lysine. It has a role as an Escherichia coli metabolite. It is a fructosamine and a glyco-amino acid. It is a conjugate base of a fructosyllysine(1+). It is a conjugate acid of a fructosyllysinate. C(CCNCC(=O)[C@H]([C@@H]([C@@H](CO)O)O)O)C[C@@H](C(=O)O)N